4-((2-(((1R,2R)-2-hydroxycyclohexyl)amino)benzo[d]thiazol-6-yl)oxy)-N-methylpicolinamide O[C@H]1[C@@H](CCCC1)NC=1SC2=C(N1)C=CC(=C2)OC2=CC(=NC=C2)C(=O)NC